C1(CC1)C=1C2=C(N=NC1C1=C(C=C(C=C1)C(F)(F)F)O)N(C=N2)[C@H]2CN(CC[C@H]2O)CC (3S,4R)-3-[4-cyclopropyl-3-[2-hydroxy-4-(trifluoromethyl)phenyl]imidazo[4,5-c]pyridazin-7-yl]-1-ethyl-piperidin-4-ol